C(C)OC(C(C(CCOS(=O)(=O)C1=CC=C(C)C=C1)O)N(NC(=O)[O-])C(=O)OC(C)(C)C)=O tert-butyl 1-(1-ethoxy-3-hydroxy-1-oxo-5-(tosyloxy) pentan-2-yl)hydrazine-1,2-dicarboxylate